1,2-bis(methylsulfonyloxy)ethane CS(=O)(=O)OCCOS(=O)(=O)C